C(CCCCCCCC)(=O)O.C([C@H](O)[C@@H](O)[C@H](O)CO)O xylitol pelargonate